tert-butyl 5-(3-isopropyl-4-oxo-3,4-dihydroimidazo[2,1-f][1,2,4]triazin-2-yl)indoline-1-carboxylate C(C)(C)N1C(=NN2C(C1=O)=NC=C2)C=2C=C1CCN(C1=CC2)C(=O)OC(C)(C)C